1-isopropylpyrazolo[3,4-d]pyrimidine-6-carbonitrile C(C)(C)N1N=CC=2C1=NC(=NC2)C#N